2-((2s,3s,4s)-5-chloro-6-fluoro-3-methyl-2-phenyl-2-(pyrrolidin-2-yl)-2,3-dihydrobenzofuran-4-yl)-3-fluoro-4-((S)-2-hydroxypropoxy)benzamide ClC=1C(=CC2=C([C@@H]([C@@](O2)(C2NCCC2)C2=CC=CC=C2)C)C1C1=C(C(=O)N)C=CC(=C1F)OC[C@H](C)O)F